NC=1C=C(C(=O)C2(C(C(=CC=C2)C(C2=CC(=CC=C2)N)=O)N)N)C=CC1 1,3-bis(3-aminobenzoyl)phenylenediamine